COC1=C2NC=3C(=CC=C(C3C(C2=CC=C1)=O)NCCCCCCC(=O)O)[N+](=O)[O-] 7-((5-methoxy-4-nitro-9-oxo-9,10-dihydroacridin-1-yl)amino)heptanoic acid